FC=1C=C(C=NC1)C1(CC1)OCC(=O)N1CC2CCC(C1)N2C2=NC=C(C#N)C=C2 6-(3-(2-(1-(5-fluoropyridin-3-yl)cyclopropoxy)acetyl)-3,8-diazabicyclo[3.2.1]octan-8-yl)nicotinonitrile